1-(2-(ethoxymethyl)-4-(triphenylmethylamino)-1H-imidazo[4,5-C]quinolin-1-yl)-2-propanol C(C)OCC=1N(C2=C(C(=NC=3C=CC=CC23)NC(C2=CC=CC=C2)(C2=CC=CC=C2)C2=CC=CC=C2)N1)CC(C)O